(2'-fluoro-5'-methoxy-[1,1'-biphenyl]-4-yl)methanamine FC1=C(C=C(C=C1)OC)C1=CC=C(C=C1)CN